N1=CN=C(C2=C1CCC2)NC=2C(=NNC2)C(=O)NC2=CC=C(C=C2)CN2CCOCC2 4-((6,7-dihydro-5H-cyclopenta[d]pyrimidin-4-yl)amino)-N-(4-(morpholinomethyl)phenyl)-1H-pyrazole-3-carboxamide